4-acetyl-N-(4-nitrophenylmethyl)-1H-pyrrole-2-carboxamide C(C)(=O)C=1C=C(NC1)C(=O)NCC1=CC=C(C=C1)[N+](=O)[O-]